F[C@H]1[C@@H]([C@H]2CN[C@@H]1CC2)OC2=NN=C(S2)C2=C(C=C(C=C2)C2=NC(N(C=N2)C)=O)O 4-(4-(5-(((1R,4R,5R,6R)-6-fluoro-2-azabicyclo[2.2.2]octan-5-yl)oxy)-1,3,4-thiadiazol-2-yl)-3-hydroxyphenyl)-1-methyl-1,3,5-triazin-2(1H)-one